ClC=1C=C(C=C(C1)N1CCC(CC1)(F)F)C(=O)N1CCN(CC1)C=1OC=2C(=NC(=CC2)C)N1 [3-Chloro-5-(4,4-difluoro-1-piperidyl)phenyl]-[4-(5-methyloxazolo[4,5-b]pyridin-2-yl)piperazin-1-yl]methanon